N-((2S,3S)-1-(azetidin-1-ylcarbonyl)-2-((2-(3,5-difluorophenyl)-1,3-thiazol-4-yl)methyl)pyrrolidin-3-yl)ethanesulfonamide N1(CCC1)C(=O)N1[C@H]([C@H](CC1)NS(=O)(=O)CC)CC=1N=C(SC1)C1=CC(=CC(=C1)F)F